3-chloro-5-(2-chlorophenyl)-1H-pyrazolo[4,3-c]pyridazin-6(5H)-one ClC1=NNC=2C1=NN(C(C2)=O)C2=C(C=CC=C2)Cl